N-((3R,4R)-1-(6-(4-chlorophenyl)-2-(pyridin-3-yl)pyrimidin-4-yl)-4-hydroxypyrrolidin-3-yl)acetamide ClC1=CC=C(C=C1)C1=CC(=NC(=N1)C=1C=NC=CC1)N1C[C@H]([C@@H](C1)O)NC(C)=O